ClC=1C=C(CC2COCCN2C2CCC(CC2)N2N=C(N=C2N)N)C=CC1Cl (4-(3-(3,4-dichlorobenzyl)morpholino)cyclohexyl)-1H-1,2,4-triazole-3,5-diamine